The molecule is a meroterpenoid found in Penicillium rubrum and Penicillium species. It has been found to exhibit inhibitory activity against the production of interleukin 1-beta from induced inflammasomes. It has a role as a metabolite, a cysteine protease inhibitor and a Penicillium metabolite. It is an organic heterotetracyclic compound, a terpene lactone, a carboxylic ester, a cyclic terpene ketone, a meroterpenoid, a tertiary alcohol and a tertiary alpha-hydroxy ketone. C[C@@]12CCC(=O)OC([C@@H]1CC[C@]3([C@H]2C[C@@]4(C(=C)[C@]3(C(=O)[C@@](C4=O)(C)O)C(=O)OC)C)C)(C)C